ClC1N=C(N=CC1)SC 4-chloro-2-methylsulfanyl-4,5-dihydropyrimidine